4-phenyl-6-(2-naphthyl)-2-chlorotriazine C1(=CC=CC=C1)C1=NN(NC(=C1)C1=CC2=CC=CC=C2C=C1)Cl